mercaptotrimethylsilyl-silane S[SiH2][Si](C)(C)C